2-(BUT-3-ENAMIDO)ACETIC ACID C(CC=C)(=O)NCC(=O)O